3-[4-[[(2-methoxybenzoyl)amino]methyl]phenyl]pyrazole-4-carboxamide COC1=C(C(=O)NCC2=CC=C(C=C2)C2=NNC=C2C(=O)N)C=CC=C1